6-chloro-[1,2,4]triazolo[4,3-a]pyridine-7-carboxylic acid ClC=1C(=CC=2N(C1)C=NN2)C(=O)O